4-[5-(1-hydroxy-1-methyl-ethyl)-2-[[6-[3-(4-piperidylmethyl)azetidin-1-yl]-3-pyridyl]oxy]phenyl]-6-methyl-1-(p-tolylsulfonyl)pyrrolo[2,3-c]pyridin-7-one OC(C)(C)C=1C=CC(=C(C1)C=1C2=C(C(N(C1)C)=O)N(C=C2)S(=O)(=O)C2=CC=C(C=C2)C)OC=2C=NC(=CC2)N2CC(C2)CC2CCNCC2